methyl 4-(5-(2-chloro-5-(trifluoromethyl)phenyl)-1H-pyrazol-3-yl)benzoate ClC1=C(C=C(C=C1)C(F)(F)F)C1=CC(=NN1)C1=CC=C(C(=O)OC)C=C1